ClC1=C(C=CC=C1)C1=CC=CC2=C1NC(=NS2(=O)=O)NCCOC 5-(2-chlorophenyl)-3-((2-methoxyethyl)amino)-4H-benzo[e][1,2,4]thiadiazine 1,1-dioxide